N1C(CC1)CCC[C@@]12C(CC[C@H]1[C@@H]1C([C@@H](C3CCCC[C@]3(C)[C@H]1CC2)CO)=O)=O [2-(azetidin-2-yl)ethyl]-6α-hydroxymethylandrostane-7,17-dione